C(N)(OC1=CC(=C(C(=C1)Cl)OC1=CC(=C(C=C1)[N+](=O)[O-])Br)Cl)=O [4-(3-bromo-4-nitro-phenoxy)-3,5-dichloro-phenyl] carbamate